2-fluoro-4-(1-(5-(trifluoromethyl)pyridin-2-yl)-1H-pyrazol-3-yl)aniline FC1=C(N)C=CC(=C1)C1=NN(C=C1)C1=NC=C(C=C1)C(F)(F)F